(R)-4-(N-(2-Hydroxyethyl)sulfamoyl)-N-(6-(2-methylmorpholino)pyridin-2-yl)-2-(6-azaspiro[2.5]octan-6-yl)benzamide OCCNS(=O)(=O)C1=CC(=C(C(=O)NC2=NC(=CC=C2)N2C[C@H](OCC2)C)C=C1)N1CCC2(CC2)CC1